N6-(4-acetyl-phenylcarbamoyl)-adenosine C(C)(=O)C1=CC=C(C=C1)NC(=O)NC=1C=2N=CN([C@H]3[C@H](O)[C@H](O)[C@@H](CO)O3)C2N=CN1